OCC1CC(C1)OCC(=O)OC(C)(C)C tert-butyl 2-[3-(hydroxymethyl)cyclobutoxy]acetate